4,4,5,5-tetramethyl-2-(5'-phenyl-[1,1':3',1''-terphenyl]-3-yl)-1,3,2-dioxaborolane CC1(OB(OC1(C)C)C=1C=C(C=CC1)C1=CC(=CC(=C1)C1=CC=CC=C1)C1=CC=CC=C1)C